CN(CC(=O)O)S(=O)(=O)C1[N@](C1)C (S)-N-methyl-N-((1-methylaziridin-2-yl)sulfonyl)glycine